L-arginine, fluoride N[C@@H](CCCNC(N)=N)C(=O)F